methyl-1-((methyl-thio)methyl)-1,6-dihydropyridine-3-carboxamide CC=1N(CC=CC1C(=O)N)CSC